3-[(4-tert-butylphenyl)sulfanyl]-N-hydroxypyridine-4-carboxamidine C(C)(C)(C)C1=CC=C(C=C1)SC=1C=NC=CC1C(=N)NO